ClC=1C=C2C=NC(=NC2=CC1[C@@H]1[C@H](CN(CC1)[C@@H]1COC[C@H]1F)F)NC=1C=NN(C1Cl)[C@@H]1C(C1)(F)F (S)-(3R,4R)-(3R,4S)-6-chloro-N-(5-chloro-1-(2,2-difluorocyclopropyl)-1H-pyrazol-4-yl)-7-(3-fluoro-1-(4-fluorotetrahydrofuran-3-yl)piperidin-4-yl)quinazolin-2-amine